(1-(5-(5-methyl-5H-pyrido[4,3-b]indol-7-yl)pyridin-2-yl)piperidin-4-yl)methanol CN1C2=C(C=3C=CC(=CC13)C=1C=CC(=NC1)N1CCC(CC1)CO)C=NC=C2